ethyl 3,5-dibromo-1-methyl-1H-pyrazole-4-carboxylate BrC1=NN(C(=C1C(=O)OCC)Br)C